(5RS,7RS)-2-[(5-Chloropyridin-2-yl)methyl]-3-oxo-7-(trifluoromethyl)-2,3,5,6,7,8-hexahydro[1,2,4]triazolo[4,3-a]pyridin ClC=1C=CC(=NC1)CN1N=C2N(CC[C@H](C2)C(F)(F)F)C1=O |r|